N-((1R,3R,5S)-8-((((3aR,5r,6aS)-octahydro-cyclopenta[c]pyrrol-5-yl)methyl)sulfonyl)-8-azabicyclo[3.2.1]octan-3-yl)-5-(oxetan-3-yl)isoxazole-3-carboxamide C1NC[C@H]2[C@@H]1CC(C2)CS(=O)(=O)N2[C@H]1CC(C[C@@H]2CC1)NC(=O)C1=NOC(=C1)C1COC1